water 3HCl Cl.Cl.Cl.O